C(CCCCCCC)OC(=O)C=1C2CCC(C1C(=O)OCCCCCCCC)C2 norbornene-2,3-dicarboxylic acid di-n-octyl ester